(tert-butyl) 2-(p-tolyl) (S)-pyrrolidine-1,2-dicarboxylate N1([C@@H](CCC1)C(=O)OC1=CC=C(C=C1)C)C(=O)OC(C)(C)C